3-HYDROXY-2-METHOXYPHENYLBORONIC ACID OC=1C(=C(C=CC1)B(O)O)OC